C(C)(C)(C)OC(=O)N1CC2(CC2C1)C1=CC(=C(C=C1)C(F)(F)F)Cl 1-(3-chloro-4-(trifluoromethyl)phenyl)-3-azabicyclo[3.1.0]hexane-3-carboxylic acid tert-butyl ester